C(C)(C)(C)OC(=O)N1C2C(NCC1CC2)COC2=NC(=C(C=1N=C(NC(C12)=O)SC)F)Cl 2-(((7-chloro-8-fluoro-2-(methylsulfanyl)-4-oxo-3,4-dihydropyrido[4,3-d]pyrimidin-5-yl)oxy)methyl)-3,8-diazabicyclo[3.2.1]octane-8-carboxylic acid tert-butyl ester